ribofuranosyl-1,2,4-triazole-3-Carboxylic acid methyl ester COC(=O)C1=NNC(=N1)C1[C@H](O)[C@H](O)[C@H](O1)CO